(5-Chloro-1-methyl-1H-indol-2-yl)(4-(5-(3-methylpyridin-2-yl)-1,3,4-oxadiazol-2-yl)piperidin-1-yl)methanone ClC=1C=C2C=C(N(C2=CC1)C)C(=O)N1CCC(CC1)C=1OC(=NN1)C1=NC=CC=C1C